C1(=CC=CC=2C3=CC=CC=C3C=CC12)O 1-Phenanthrol